OCC[C@H]1CN(CCO1)C(=O)OC(C)(C)C 1,1-Dimethylethyl (2S)-2-(2-hydroxyethyl)-4-morpholinecarboxylate